COC(\C=C\C(C)OC1=CC=CC=C1)=O (E)-4-phenoxypent-2-enoic acid methyl ester